CC1=C(C(=O)N2C=CC=3C2=CN=CC3C3=CC=C(C#N)C=C3)C=CC=C1 4-[1-(2-methylbenzoyl)-1H-pyrrolo[2,3-c]pyridin-4-yl]benzonitrile